FC1=CC=C(C(=O)NC2=NC(=CC=C2)CN2CCN(CC2)C)C=C1 4-fluoro-N-(6-((4-methylpiperazin-1-yl)methyl)pyridin-2-yl)benzamide